Cl.Cl.Cl.C(C(C)(C)C)OC(CC)=O propionic acid neopentyl ester trihydrochloride